3-{Dimethyl[3-(3α,7α,12α-trihydroxy-5β-cholan-24-amido)propyl]azaniumyl}-propane-1-sulfonate C[N+](CCCS(=O)(=O)[O-])(CCCNC(CC[C@@H](C)[C@H]1CC[C@H]2[C@@H]3[C@@H](C[C@@H]4C[C@@H](CC[C@]4(C)[C@H]3C[C@@H]([C@]12C)O)O)O)=O)C